Dimethyl(2-methyl-4-(o-tolyl)-1,5,6,7-tetrahydro-s-indacen-1-yl)(2,3,4,5-tetramethylcyclopenta-2,4-dien-1-yl)silane zirconium dichloride [Cl-].[Cl-].[Zr+2].C[Si](C1C(=C(C(=C1C)C)C)C)(C1C(=CC2=C(C=3CCCC3C=C12)C1=C(C=CC=C1)C)C)C